formthioamide C(N)=S